C(C)C=1C=C(C(=O)N2CC3(C2)CC(C3)NC(=O)NCC3=CC=C(C=C3)OC)C=CC1 1-(2-(3-ethylbenzoyl)-2-azaspiro[3.3]hept-6-yl)-3-(4-methoxybenzyl)urea